FC1=C(C=CC=C1)[C@@H]1CC[C@H]2OC3(C(N21)=O)CN(C3)C=3OC=CN3 (5'S,7a'R)-5'-(2-fluorophenyl)-1-(1,3-oxazol-2-yl)tetrahydro-3'H-spiro[azetidine-3,2'-pyrrolo[2,1-b][1,3]oxazol]-3'-one